BrCC1=CC2=C(N(C=N2)C(=O)OC(C)(C)C)C=C1 Tert-butyl 5-(bromomethyl)-1H-1,3-benzodiazole-1-carboxylate